COCCN1CC2(CN(C2)C2=CC=C(C=C2)C2=CC3=C(C(=N2)C)N=C(N3C)C3=CC=C(C=C3)S(=O)(=O)C)C1 6-(4-(6-(2-methoxyethyl)-2,6-diazaspiro[3.3]heptan-2-yl)phenyl)-1,4-dimethyl-2-(4-(methylsulfonyl)phenyl)-1H-imidazo[4,5-c]pyridine